FC=1C=NC(=NC1)N[C@@H]1CN(C[C@H]1OC(=S)C1=CC=C(C=C1)C(F)(F)F)C(=O)OC(C)(C)C tert-butyl (3R,4R)-3-((5-fluoropyrimidin-2-yl)amino)-4-((4-(trifluoromethyl)phenylcarbonothioyl)oxy)pyrrolidine-1-carboxylate